CC1=C(C(=CC=C1)C)C1=NC(=NC(=C1)OC1CN(CC1)CCC1=CC=C(C=C1)C)NS(=O)(=O)C=1C=NN(C1)C N-[4-(2,6-Dimethylphenyl)-6-[1-[2-(p-tolyl)ethyl]pyrrolidin-3-yl]oxy-pyrimidin-2-yl]-1-methyl-pyrazole-4-sulfonamide